C(C)(C)(C)OC([C@@H](COC1=CC=C(C=C1)C(CN)CN)O)=O (R)-3-(4-(1,3-diaminoprop-2-yl)phenoxy)-2-hydroxypropionic acid tert-butyl ester